BrC=1N=C2C(NC(=NN2C1C1=CC(=C(C(=C1)F)F)F)S(=O)C)=O 6-Bromo-2-(methylsulfinyl)-7-(3,4,5-trifluorophenyl)imidazo[2,1-f][1,2,4]triazin-4(3H)-one